2,2,2-Trifluoroethyl 5-methoxy-2-((pyrazolo[1,5-a]pyrimidine-3-carboxamido)methyl)benzofuran-7-carboxylate COC=1C=C(C2=C(C=C(O2)CNC(=O)C=2C=NN3C2N=CC=C3)C1)C(=O)OCC(F)(F)F